2-methyl-2-tert-butyldimethylsiloxycarbonyl-5-methyldiethoxysilylnorbornane CC1(C2CC(C(C1)C2)[Si](OCC)(OCC)C)C(=O)O[Si](C)(C)C(C)(C)C